N[C@@H]1CC(N(C1)C1=CC(=C(C(=C1)F)C1C(N(C(CC1)=O)COCC[Si](C)(C)C)=O)F)=O 3-(4-((R)-4-amino-2-oxopyrrolidin-1-yl)-2,6-difluorophenyl)-1-((2-(trimethylsilyl)ethoxy)methyl)piperidine-2,6-dione